S1C2=C(C(=C1)B(O)O)C=CC=C2 benzo[b]thien-3-yl-boronic acid